CN1C[C@H](CC1)C1=NC2=C(N1)C=CC(=C2)C#N 2-[(3S)-1-methyl-3-pyrrolidinyl]-1H-benzimidazole-5-carbonitrile